(S)-4-(5-(3-((2-((S)-3-carboxybutyl)-4-fluoro-6-methoxybenzo[b]thiophen-5-yl)oxy)propoxy)-4-chloro-6-hydroxybenzo[b]thiophen-2-yl)-2-methyl-4-oxobutanoic acid C(=O)(O)[C@H](CCC1=CC2=C(S1)C=C(C(=C2F)OCCCOC2=C(C1=C(SC(=C1)C(C[C@@H](C(=O)O)C)=O)C=C2O)Cl)OC)C